tert-butyl(2-(((6-((1S,2S)-2-(3-chlorophenyl)cyclopropane-1-carboxamido)pyrimidin-4-yl)amino)methyl)-6-cyclopropylimidazo[1,2-a]pyridin-8-yl)carbamate C(C)(C)(C)OC(NC=1C=2N(C=C(C1)C1CC1)C=C(N2)CNC2=NC=NC(=C2)NC(=O)[C@@H]2[C@H](C2)C2=CC(=CC=C2)Cl)=O